FC(C=1N=CN(C1)CC1CCN(CC1)C(=O)N1C[C@@H]2[C@@H](OCC(N2)=O)CC1)(F)F (4aR,8aS)-6-(4-((4-(Trifluoromethyl)-1H-imidazol-1-yl)methyl)piperidine-1-carbonyl)hexahydro-2H-pyrido[4,3-b][1,4]oxazin-3(4H)-one